4-[4-cyano-2-({[(2'R,4S)-6-(cyclopropylcarbamoyl)-2,3-dihydrospiro[chromen-4,1'-cyclopropane]-2'-yl]carbonyl}amino)phenyl]butanoic acid C(#N)C1=CC(=C(C=C1)CCCC(=O)O)NC(=O)[C@H]1[C@]2(C1)CCOC1=CC=C(C=C12)C(NC1CC1)=O